COC=1C=C(C=CC1)[C@@H](C)N (R)-1-(3-methoxyphenyl)ethylamine